C1OC2=C(O1)C(=C3C(=C2)OC=C(C3=O)C4=CC=C(C=C4)O[C@H]5[C@@H]([C@H]([C@@H]([C@H](O5)CO[C@H]6[C@@H]([C@H]([C@@H]([C@H](O6)CO)O)O)O)O)O)O)O The molecule is a glycosyloxyisoflavone that is irilone attached to a 6-O-beta-D-glucopyranosyl-beta-D-glucopyranosyl moiety at position 4' via a glycosidic linkage. Isolated from Iris pseudopumila, it exhibits antioxidant activity. It has a role as a metabolite and an antioxidant. It is a glycosyloxyisoflavone, a hydroxyisoflavone and a disaccharide derivative. It derives from an irilone.